5-bromo-N2-(1-methyl-1H-indazol-6-yl)-N4-(4-(methylsulfonyl)-3,4-dihydro-2H-benzo[b][1,4]oxazin-5-yl)pyrimidine-2,4-diamine BrC=1C(=NC(=NC1)NC1=CC=C2C=NN(C2=C1)C)NC1=CC=CC=2OCCN(C21)S(=O)(=O)C